NC(C)(C)C1=CC(=NC(=C1)C1=CC(=C(C(=C1)F)F)F)OC1[C@@H]2CN(C[C@H]12)C(=O)C=1C(=NN(C1)C1=NC=CC=N1)C ((1R,5S,6s)-6-((4-(2-aminopropan-2-yl)-6-(3,4,5-trifluorophenyl)pyridin-2-yl)oxy)-3-azabicyclo[3.1.0]hexan-3-yl)(3-methyl-1-(pyrimidin-2-yl)-1H-pyrazol-4-yl)methanone